8-(2,4-difluorophenyl)-2,3-dimethylpyrimidino[5,4-d]pyrimidin-4(3H)-one FC1=C(C=CC(=C1)F)C1=NC=NC2=C1N=C(N(C2=O)C)C